C(#N)C1=C(C=C(OCC2(CNC2)CO)C=C1)F 3-((4-cyano-3-fluorophenoxy)methyl)-3-(hydroxymethyl)azetidine